FC1=CC=C(C=C1)C1NCC(N(C1)C(=O)OC(C)C)C isopropyl 5-(4-fluorophenyl)-2-methyl-piperazine-1-carboxylate